3-{[1-Methyl-2-(6-trifluoromethoxy-benzothiazol-2-ylamino)-1H-benzoimidazole-5-carbonyl]-amino}-piperidine-1-carboxylic acid tert-butyl ester C(C)(C)(C)OC(=O)N1CC(CCC1)NC(=O)C1=CC2=C(N(C(=N2)NC=2SC3=C(N2)C=CC(=C3)OC(F)(F)F)C)C=C1